N1(C=NC=C1)CC1=CC(=C(C=C1)C1=C(SC(=C1)CC(C)C)S(=O)(=O)N)C#N 3-(4-((1H-imidazol-1-yl)methyl)-2-cyanophenyl)-5-isobutylthiophene-2-sulfonamide